The molecule is a sulfonamide obtained by formal condensation of the sulfo group of 5-(dimethylamino)naphthalene-1-sulfonic acid with one of the amino groups of cadaverine. It has a role as a fluorochrome, a protective agent and an EC 2.3.2.13 (protein-glutamine gamma-glutamyltransferase) inhibitor. It is a sulfonamide, an aminonaphthalene, a tertiary amino compound and a primary amino compound. It derives from a cadaverine. CN(C)C1=CC=CC2=C1C=CC=C2S(=O)(=O)NCCCCCN